C(C(=O)O)(=O)O oxalic acid hydroxide